(((2S,4S)-4-((2-(((5-Chloropyridin-2-yl)oxy)methyl)pyridin-4-yl)oxy)-2-methylpiperidin-1-yl)methyl)-4-fluoro-1-(((S)-oxetan-2-yl)methyl)-1H-benzo[d]imidazole-6-carboxylic acid ClC=1C=CC(=NC1)OCC1=NC=CC(=C1)O[C@@H]1C[C@@H](N(CC1)CC1=NC2=C(N1C[C@H]1OCC1)C=C(C=C2F)C(=O)O)C